FC=1C=C(CNC(CC2=NC=C(C=C2)C2=CC=C(C=C2)N2CCOCC2)=O)C=CC1 N-(3-fluorobenzyl)-2-(5-(4-morpholinophenyl)pyridin-2-yl)acetamide